ClC=1N=C(C2=C(N1)C(=C(N=C2C#C[Si](C(C)C)(C(C)C)C(C)C)Cl)F)Cl 2,4,7-trichloro-8-fluoro-5-((triisopropylsilyl)ethynyl)pyrido[4,3-d]pyrimidine